3-chloro-5-((1-((5-(5-fluoropyridin-2-yl)-6-oxo-1,6-dihydropyridazin-3-yl)methyl)-6-oxo-4-(trifluoromethyl)-1,6-dihydropyrimidin-5-yl)oxy)benzonitrile ClC=1C=C(C#N)C=C(C1)OC1=C(N=CN(C1=O)CC1=NNC(C(=C1)C1=NC=C(C=C1)F)=O)C(F)(F)F